N-(tert-butyl)-3-((2-((6-(4-(4-(2,6-dioxopiperidin-3-yl)-3-fluorobenzyl)piperazin-1-yl)pyridazin-3-yl)amino)-5-methylpyrimidin-4-yl)amino)benzenesulfonamide C(C)(C)(C)NS(=O)(=O)C1=CC(=CC=C1)NC1=NC(=NC=C1C)NC=1N=NC(=CC1)N1CCN(CC1)CC1=CC(=C(C=C1)C1C(NC(CC1)=O)=O)F